ClC1=C(C#N)C=CC(=C1)N1CC2(CC1=O)CCN(CC2)C(C2=CC=C(C=C2)N2CCN(CC2)CC2CCN(CC2)C=2C=C1C(N(C(C1=CC2)=O)C2C(NC(CC2)=O)=O)=O)=O 2-chloro-4-(8-(4-(4-((1-(2-(2,6-dioxopiperidin-3-yl)-1,3-dioxoisoindolin-5-yl)piperidin-4-yl)methyl)piperazin-1-yl)benzoyl)-3-oxo-2,8-diazaspiro[4.5]decan-2-yl)benzonitrile